(1R,2S)-5'-methoxy-2-(3-{[2-methoxy-6-(2-oxa-6-azaspiro[3.3]heptane-6-carbonyl)pyridin-3-yl]amino}-1H-indazol-6-yl)spiro[cyclopropane-1,3'-indol]-2'(1'H)-one COC=1C=C2[C@]3(C(NC2=CC1)=O)[C@@H](C3)C3=CC=C1C(=NNC1=C3)NC=3C(=NC(=CC3)C(=O)N3CC1(COC1)C3)OC